1-[3-(difluoromethoxy)phenyl]-N-(3-hydroxy-1,1-dimethyl-butyl)-3,3-dimethyl-2-oxo-indoline-5-carboxamide FC(OC=1C=C(C=CC1)N1C(C(C2=CC(=CC=C12)C(=O)NC(CC(C)O)(C)C)(C)C)=O)F